4-(2-tetrahydropyran-2-yloxyethyl)pyrazole O1C(CCCC1)OCCC=1C=NNC1